COC(COC1=C(C=CC=C1)N1C(NC2(C1)CCC(CC2)(C2=CC=CC=C2)N(C)C)=O)=O cis-2-[2-(8-dimethylamino-2-oxo-8-phenyl-1,3-diazaspiro[4.5]decan-3-yl)-phenoxy]-acetic acid methyl ester